N[C@@H](CC(=O)O)CN1N=C(N=N1)C1=CC=C(C=C1)OC1=CC=C(C=C1)C (S)-3-amino-4-(5-(4-(p-tolyloxy)phenyl)-2H-tetrazol-2-yl)butanoic acid